PYRIDYL-ACRIDINE N1=C(C=CC=C1)C1=CC=CC2=NC3=CC=CC=C3C=C12